NC=1C=C(C=CC1)CS(=O)(=O)N1C(CC(CC1)=O)(C)C 1-[(3-aminophenyl)methylsulfonyl]-2,2-dimethyl-piperidin-4-one